FC(C1(OC=C(O1)C(=O)N)C(F)(F)F)(F)F 2,2-bis(trifluoromethyl)-1,3-dioxole-4-carboxamide